3-(((3-(diethylamino)propoxy)carbonyl)oxy)pentadecyl-6,6-bis(octyloxy)hexanoate C(C)N(CCCOC(=O)OC(CCOC(CCCCC(OCCCCCCCC)OCCCCCCCC)=O)CCCCCCCCCCCC)CC